2-methyl-N-[rac-(1S)-1-[3-(1-piperidyl)-1,2,4-thiadiazol-5-yl]ethyl]-5-(trifluoromethyl)pyrazole-3-carboxamide CN1N=C(C=C1C(=O)N[C@@H](C)C1=NC(=NS1)N1CCCCC1)C(F)(F)F |r|